butyl-acrylamide C(CCC)C(C(=O)N)=C